(9R,13S)-13-[4-(5-chloro-1H-indol-7-yl)-6-oxo-1,6-dihydropyrimidin-1-yl]-3-(difluoromethyl)-9-methyl-3,4,7,15-tetraazatricyclo[12.3.1.02,6]Octadeca-1(18),2(6),4,14,16-pentaen-8-one ClC=1C=C2C=CNC2=C(C1)C=1N=CN(C(C1)=O)[C@H]1CCC[C@H](C(NC=2C=NN(C2C=2C=CN=C1C2)C(F)F)=O)C